1,3-bis(hydroxymethyl)-1-(1,3,4-tris(hydroxymethyl)-2,5-dioxoimidazolidin-4-yl)urea OCN(C(=O)NCO)C1(N(C(N(C1=O)CO)=O)CO)CO